(S)-N-(4-AMINO-3,4-DIOXO-1-PHENYLBUTAN-2-YL)-3-CYANO-1-PHENYL-1H-PYRAZOLE-5-CARBOXAMIDE NC(C([C@H](CC1=CC=CC=C1)NC(=O)C1=CC(=NN1C1=CC=CC=C1)C#N)=O)=O